(2R)-N-[(1S)-1-[5-chloro-2-(methylamino)pyridin-4-yl]-2-hydroxyethyl]-2-(6-{5-chloro-2-[(oxan-4-yl)amino]pyrimidin-4-yl}-1-oxo-2,3-dihydro-1H-isoindol-2-yl)propanamide ClC=1C(=CC(=NC1)NC)[C@@H](CO)NC([C@@H](C)N1C(C2=CC(=CC=C2C1)C1=NC(=NC=C1Cl)NC1CCOCC1)=O)=O